NC1=NC=CC2=C(C=CC=C12)C=1C=C2C(CC3(CCN(CC3)C(=O)OCC)C2=CC1)OC1=C(C(=CC=C1)C)CC(=O)O 2-(2-((5-(1-aminoisoquinolin-5-yl)-1'-(ethoxycarbonyl)-2,3-dihydrospiro[inden-1,4'-piperidin]-3-yl)oxy)-6-methylphenyl)acetic acid